C(C)(C)(C)C1(CCC(CC1)OC1=C(C=CC(=C1)C1=C(N=CS1)C)CNC(=O)[C@H]1N(C[C@@H](C1)O)C([C@H](C(C)(C)C)NC(C)=O)=O)C(=O)O tert-butyl-(1S,4r)-4-(2-(((2S,4r)-1-((S)-2-acetamido-3,3-dimethylbutyryl)-4-hydroxypyrrolidine-2-carboxamido)methyl)-5-(4-methylthiazol-5-yl)phenoxy)cyclohexane-1-carboxylic acid